ClC1=C(OCC(C(=O)N[C@@H]2[C@H](CN(CC2)C(=O)OC(C)(C)C)F)(C)C)C=CC=C1 tert-butyl (3S,4S)-4-(3-(2-chlorophenoxy)-2,2-dimethylpropanamido)-3-fluoropiperidine-1-carboxylate